FC(C=1C=C(C=C(C1)C(F)(F)F)C1=C(N(N=C1C(F)(F)F)C1=NN(C=C1)C)N)(F)F 4-[3,5-bis(trifluoromethyl)phenyl]-2-(1-methylpyrazol-3-yl)-5-(trifluoromethyl)pyrazol-3-amine